C(C)C1=C(C(=CC(=C1)CCC)CCCC)O 2-ethyl-4-propyl-6-butylphenol